scandium-calcium silicate [Si]([O-])([O-])([O-])[O-].[Ca+2].[Sc+3]